[4-(2-Bromoethoxy)phenyl]-2-oxo-acetic acid ethyl ester C(C)OC(C(=O)C1=CC=C(C=C1)OCCBr)=O